C(C=1C(C(=O)OCC(CCCCC)(C)C)=CC=CC1)(=O)OCC(CCCCC)(C)C di(2,2-dimethylheptyl) phthalate